4-Amino-1-(6-((2-amino-2-oxo-1-phenylethyl)thio)-3,5-dicyano-4-ethylpyridin-2-yl)piperidine-4-carboxamide NC1(CCN(CC1)C1=NC(=C(C(=C1C#N)CC)C#N)SC(C(=O)N)C1=CC=CC=C1)C(=O)N